C(C)C1=NN(C(N1C)=O)C1=CC(=C(C(=O)NC2=C(C=CC=C2)F)C=C1F)O[C@H](C(F)(F)F)C 4-(3-ethyl-4-methyl-5-oxo-4,5-dihydro-1H-1,2,4-triazol-1-yl)-5-fluoro-N-(2-fluorophenyl)-2-{[(2S)-1,1,1-trifluoropropan-2-yl]oxy}benzamide